CC(CC(=O)NC=1C=C2CCN(C2=CC1)CC=1C=NC(=CC1)OC1=CC=CC=C1)(C)C 3,3-Dimethyl-N-[1-(6-phenoxypyridin-3-ylmethyl)-2,3-dihydro-1H-indol-5-yl]-butyramide